ClC1=CC(=C(COC2=CC=CC(=N2)N2CCN(CC2)CC2=NC=3C(=NC(=CC3)C(=O)O)N2C[C@H]2OCC2)C=C1)F 2-[(4-{6-[(4-chloro-2-fluorobenzyl)oxy]pyridin-2-yl}piperazin-1-yl)methyl]-3-[(2S)-oxetan-2-ylmethyl]-3H-imidazo[4,5-b]pyridine-5-carboxylic acid